2,6-diaminohexahydrotoluene NC1C(C)C(CCC1)N